1-methyl-5-(methylsulfonyl)-4,5,6,7-tetrahydro-1H-imidazo[4,5-c]pyridine-2-carboxamide CN1C(=NC=2CN(CCC21)S(=O)(=O)C)C(=O)N